CS(=O)(=O)C=1C=C2C=C(N(C2=CC1)C)C1=CC=CC=2N1N=C(N2)NC(=O)C2CC2 N-[5-(5-methanesulfonyl-1-methyl-indol-2-yl)-[1,2,4]triazolo[1,5-a]pyridin-2-yl]cyclopropanecarboxamide